2-(Pyridin-2-ylamino)pyrimidine-4-carboxylic acid N1=C(C=CC=C1)NC1=NC=CC(=N1)C(=O)O